ClC=1C(=CC2=C(C[C@](O2)(C2=CC=CC=C2)CNC2CCC(CC2)O)C1C1=C(C=2N(C=C1C(=O)N)C=CN2)F)F (S)-7-((S)-5-Chloro-6-fluoro-2-((((1r,4S)-4-hydroxycyclohexyl)amino)methyl)-2-phenyl-2,3-dihydrobenzofuran-4-yl)-8-fluoroimidazo[1,2-a]pyridine-6-carboxamide